N-[(2-methoxyphenyl)methyl]ethanamine COC1=C(C=CC=C1)CNCC